2-chloroisonicotinohydrazide ClC=1C=C(C(=O)NN)C=CN1